1,5-bis{[2-(diethylamino)ethyl]amino}anthracene-9,10-quinone C(C)N(CCNC1=CC=CC=2C(C3=C(C=CC=C3C(C12)=O)NCCN(CC)CC)=O)CC